SCSC(SCS)CSC(CSCS)SCS 3,6-bis(mercaptomethylthio)-1,9-dimercapto-2,5,8-trithianonan